N-[4-(2-chlorophenoxy)-3-sulfamylphenyl]-2-[4-(trifluoromethyl)phenyl]acetamide ClC1=C(OC2=C(C=C(C=C2)NC(CC2=CC=C(C=C2)C(F)(F)F)=O)S(N)(=O)=O)C=CC=C1